3-[[4-[[(4S)-3-tert-Butoxycarbonyl-4-phenyl-oxazolidin-2-yl]methoxy]-6-(2,6-dimethylphenyl)pyrimidin-2-yl]sulfamoyl]benzoic acid C(C)(C)(C)OC(=O)N1C(OC[C@@H]1C1=CC=CC=C1)COC1=NC(=NC(=C1)C1=C(C=CC=C1C)C)NS(=O)(=O)C=1C=C(C(=O)O)C=CC1